NC=1N(C(C=2C=C(C=NC2C1C#N)B(O)O)=O)C1=C(C(=CC=C1C)OC)C (7-amino-8-cyano-6-(3-methoxy-2,6-dimethylphenyl)-5-oxo-5,6-dihydro-1,6-naphthyridin-3-yl)boronic acid